(1R,4R,7R)-2-{2-[1-(cyclopropylmethyl)-7-[(oxan-4-yl)methyl]-1H-indol-2-yl]-7-methoxy-1-methyl-1H-1,3-benzodiazole-5-carbonyl}-2-azabicyclo[2.2.1]heptan-7-amine C1(CC1)CN1C(=CC2=CC=CC(=C12)CC1CCOCC1)C1=NC2=C(N1C)C(=CC(=C2)C(=O)N2[C@@H]1CC[C@H](C2)[C@H]1N)OC